(tetrahydrofuran-3-yl)pyrimidine-5-carboxamide O1CC(CC1)C1=NC=C(C=N1)C(=O)N